5-(isopropylsulfonyl)thiophene-2-carboxylic acid C(C)(C)S(=O)(=O)C1=CC=C(S1)C(=O)O